4-((2,5-bis(methyl-d3)-4,5-dihydro-2H-pyrazolo[4,3-c]quinolin-6-yl)amino)-6-(cyclopropanecarboxamido)-N-(methyl-d3)nicotinamide C(N1N=C2C(CN(C=3C(=CC=CC23)NC2=CC(=NC=C2C(=O)NC([2H])([2H])[2H])NC(=O)C2CC2)C([2H])([2H])[2H])=C1)([2H])([2H])[2H]